1-(cyano-L-prolyl)-4-phenylindoline-6-carboxamide C(#N)N1[C@@H](CCC1)C(=O)N1CCC2=C(C=C(C=C12)C(=O)N)C1=CC=CC=C1